carbamic acid (R)-1-(2-chlorophenyl)-2-tetrazol-2-ylethyl ester ClC1=C(C=CC=C1)[C@H](CN1N=CN=N1)OC(N)=O